C(C1=CC=CC=C1)O\N=C(\C(=O)O)/CF (Z)-2-((benzyloxy)imino)-3-fluoropropanoic Acid